2'-ethoxy-5-{[2-(8-fluoroquinoline-2-carbonyl)-2-azaspiro[3.3]heptan-6-yl]oxy}-N-[(3R)-pyrrolidin-3-yl]-[2,3'-bipyridine]-6-carboxamide C(C)OC1=NC=CC=C1C1=NC(=C(C=C1)OC1CC2(CN(C2)C(=O)C2=NC3=C(C=CC=C3C=C2)F)C1)C(=O)N[C@H]1CNCC1